C(CCC)C(C(=O)OCCCCCCC(=O)O)CCCCCC 7-(2-butyloctanoyloxy)heptanoic acid